C1(CC1)C1=C(C=C2CC(C=3C=C(C(NC3C2=N1)=O)C(=O)O)C(C)C)OCCCOC 9-Cyclopropyl-5-isopropyl-8-(3-methoxypropoxy)-2-oxo-1,2,5,6-tetrahydro-1,10-phenanthroline-3-carboxylic acid